2-bromo-5-chlorothiazole BrC=1SC(=CN1)Cl